C(#N)C=1C2=C(N(N=C2C=C(C1)C=1C=NN(C1)CC(=O)O)C)C1=CC(=C(C(=C1)OC)C(NCC1(CC1)F)=O)OC(F)F 2-[4-[4-cyano-3-[3-(difluoromethoxy)-4-[(1-fluorocyclopropyl)methylcarbamoyl]-5-methoxyphenyl]-2-methylindazol-6-yl]pyrazol-1-yl]acetic acid